CC(C=C)(CC)O 3-methylpent-1-en-3-ol